ethane-1,1-disulfonic acid C(C)(S(=O)(=O)O)S(=O)(=O)O